4-(difluoromethyl)-3-fluoro-N-methylbenzamide FC(C1=C(C=C(C(=O)NC)C=C1)F)F